O[C@]12[C@@H]3CC[C@@H]4C[C@H](CC[C@@]4([C@H]3CC[C@@]2([C@H](CC1)C=1COC(C1)=O)C)C)N(C(OCCN1CCOCC1)=O)C 2-morpholinoethyl ((3S,5R,8R,9S,10S,13R,14S,17R)-14-hydroxy-10,13-dimethyl-17-(5-oxo-2,5-dihydrofuran-3-yl)hexadecahydro-1H-cyclopenta[a]phenanthren-3-yl)(methyl)carbamate